6-bromo-2,5-dimethyl-4,5-dihydropyrido[4,3-e][1,2,4]triazolo[4,3-a]pyrazin-1(2H)-one BrC1=CN=CC2=C1N(CC=1N2C(N(N1)C)=O)C